(1S)-6-Ethenyl-3-methylcyclohex-2-en C(=C)C1CCC(=CC1)C